2,5-dimethoxy-pyridin-4-ol COC1=NC=C(C(=C1)O)OC